NC(CNC(=O)C1=CC=C(C=C1)C=1C(=CC2=CN(N=C2C1)CCC(C)(C)O)NC(=O)C=1N=C(SC1)C=1C=NC=CC1)=O N-(6-(4-((2-amino-2-oxoethyl)carbamoyl)phenyl)-2-(3-hydroxy-3-methylbutyl)-2H-indazol-5-yl)-2-(pyridin-3-yl)thiazole-4-carboxamide